1-(6-(2-chloro-3-(3-chloro-2-(3-methoxy-4-((methylamino)methyl)phenyl)pyridin-4-yl)phenyl)-2-methoxypyridin-3-yl)-N-methylmethanamine ClC1=C(C=CC=C1C1=C(C(=NC=C1)C1=CC(=C(C=C1)CNC)OC)Cl)C1=CC=C(C(=N1)OC)CNC